N1(N=CN=C1)CCNC(C1=CC=CC=C1)=O N-[2-(1H-1,2,4-triazol-1-yl)ethyl]benzamide